[Si](C)(C)(C(C)(C)C)OCC1(CCN(CC1)C=1C(=NC=CC1)[N+](=O)[O-])NC(OC(C)(C)C)=O tert-butyl (4-(((tert-butyl dimethyl silyl)oxy)methyl)-1-(2-nitropyridin-3-yl)piperidin-4-yl)carbamate